4-(5-((R)-1-(3,5-dichloropyridin-4-yl)ethoxy)-1-(tetrahydro-2H-pyran-2-yl)-1H-indazol-3-yl)benzoic acid ClC=1C=NC=C(C1[C@@H](C)OC=1C=C2C(=NN(C2=CC1)C1OCCCC1)C1=CC=C(C(=O)O)C=C1)Cl